C(C)(C)(C)OC(NS(=O)(=O)N1CCC2=CC(=CC=C12)CC1=NNC(C2=CC(=C(C=C12)OC)OC)=O)=O (5-((6,7-dimethoxy-4-oxo-3,4-dihydrophthalazin-1-yl)methyl)indolin-1-yl)sulfonylcarbamic acid tert-butyl ester